(R)-2-amino-4-(1-(1,3-bis((1,3-dihydroxypropan-2-yl)oxy)-2-(((1,3-dihydroxypropan-2-yl)oxy)methyl)propan-2-yl)-1H-1,2,3-triazol-4-yl)butanamide N[C@@H](C(=O)N)CCC=1N=NN(C1)C(COC(CO)CO)(COC(CO)CO)COC(CO)CO